OC1=C(OC2=CC(=CC(=C2C1=O)O)O)C1=CC(=C(C(=C1)C)OC1COC1)O 3,5,7-Trihydroxyl-2-[3-hydroxy-5-methyl-4-(oxetan-3-yloxy)phenyl]chromen-4-one